3-methyl-5-((4-(7-(trifluoromethyl)-[1,2,4]triazolo[1,5-a]pyridin-6-yl)piperidin-1-yl)sulfonyl)isothiazole CC1=NSC(=C1)S(=O)(=O)N1CCC(CC1)C=1C(=CC=2N(C1)N=CN2)C(F)(F)F